BrC1=C(C=C(C=C1)CN(C)C)C 1-(4-bromo-3-methyl-phenyl)-N,N-dimethyl-methylamine